2-Chloro-7-(4-[(3-dimethylaminopropyl)aminomethyl]phenyl)-4-phenyl-7H-pyrrolo[2,3-d]pyrimidine ClC=1N=C(C2=C(N1)N(C=C2)C2=CC=C(C=C2)CNCCCN(C)C)C2=CC=CC=C2